C(C)OC(=O)C=1OC(=CN1)C 5-methyl-1,3-oxazole-2-carboxylic acid ethyl ester